(7R,8S)-8-Hydroxy-7-((S)-5H-imidazo[5,1-a]isoindol-5-yl)-5,6,7,8-tetrahydronaphthalen-2-sulfonamid O[C@H]1[C@H](CCC=2C=CC(=CC12)S(=O)(=O)N)[C@@H]1N2C(C3=CC=CC=C13)=CN=C2